Methyl 2-((1-(3-((1r,3r)-3-((tert-butyldimethylsilyl)oxy)cyclobutyl)-2-(isoindolin-2-yl)-6-methyl-4-oxo-3,4-dihydroquinazolin-8-yl)ethyl)amino)benzoate [Si](C)(C)(C(C)(C)C)OC1CC(C1)N1C(=NC2=C(C=C(C=C2C1=O)C)C(C)NC1=C(C(=O)OC)C=CC=C1)N1CC2=CC=CC=C2C1